CC=1C=C(C=C(C1)OC=1C=C2C=3C=CC(=CC3C(C2=CC1)(C)C)N(C1=CC=CC=C1)C1=CC=CC=C1)OC=1C=C2C=3C=CC(=CC3C(C2=CC1)(C)C)N(C1=CC=CC=C1)C1=CC=CC=C1 6,6'-((5-methyl-1,3-phenylene)bis(oxy))bis(9,9-dimethyl-N,N-diphenyl-9H-fluoren-2-amine)